[Se-](=[Se])(=O)[O-] diselenideAt